(3R,4S)-3-cyclopropyl-1-(6-(3-fluoropyridin-2-yl)pyrazolo[1,5-a]pyrazin-4-yl)-4-methyl-2-oxopyrrolidine-3-carbonitrile C1(CC1)[C@]1(C(N(C[C@H]1C)C=1C=2N(C=C(N1)C1=NC=CC=C1F)N=CC2)=O)C#N